Ethyl (Z)-(3-(2-methoxyphenyl)thiazolidin-2-ylidene)carbamate COC1=C(C=CC=C1)N1/C(/SCC1)=N/C(OCC)=O